ClC=1C=CC(=C(C1)C1=CC(N(C=C1OC)C(C(=O)NC1=CC=C(C(=O)O)C=C1)CC1=CC=CC=C1)=O)CC1CC1 4-(2-(4-(5-chloro-2-(cyclopropylmethyl)phenyl)-5-methoxy-2-oxopyridin-1(2H)-yl)-3-phenylpropionamido)benzoic acid